5-[3-Fluoro-5-(trifluoromethyl)phenyl]-N-{[1-(methoxymethyl)cyclobutyl]methyl}-N-methyl-2-(5-{4-[2-(1H-tetrazol-5-yl)ethyl]piperazin-1-yl}pyrazin-2-yl)-1H-imidazo[4,5-b]pyridin-7-amin FC=1C=C(C=C(C1)C(F)(F)F)C1=CC(=C2C(=N1)N=C(N2)C2=NC=C(N=C2)N2CCN(CC2)CCC2=NN=NN2)N(C)CC2(CCC2)COC